((benzyloxy)carbonyl)-7-(hydroxymethyl)spiro[isochromane-1,4'-piperidine]-6-carboxylic acid C(C1=CC=CC=C1)OC(=O)N1CCC2(CC1)OCCC1=CC(=C(C=C12)CO)C(=O)O